N1-(3-(1-(pyridin-3-ylmethyl)-1H-pyrazol-3-yl)-[1,1'-biphenyl]-4-yl)ethane-1,2-diamine N1=CC(=CC=C1)CN1N=C(C=C1)C=1C=C(C=CC1NCCN)C1=CC=CC=C1